ClC1=C(C=CC=C1)C=1N=C2C=3C=C(C=NC3C=CN2C1C1CC1)C=1C=NN(C1)COCC[Si](C)(C)C 2-(2-chlorophenyl)-3-cyclopropyl-9-(1-((2-(trimethylsilyl)ethoxy)methyl)-1H-pyrazol-4-yl)imidazo[2,1-f][1,6]naphthyridine